2-(3-chlorophenyl)-2-(4-(trifluoromethyl)pyridin-2-yl)acetamide ClC=1C=C(C=CC1)C(C(=O)N)C1=NC=CC(=C1)C(F)(F)F